N(=NC(C#N)CCC(C)C)C(C#N)CCC(C)C azodiisoheptanenitrile